ClC1=CC2=C(C=N1)N=CN2C2=CC=C(C(=O)OC)C=C2 methyl 4-(6-chloro-1H-imidazo[4,5-c]pyridin-1-yl)benzoate